4-amino-2-(2,6-dioxo-3-piperidyl)-6-fluorosulfonyloxy-1-oxo-isoindoline NC1=C2CN(C(C2=CC(=C1)OS(=O)(=O)F)=O)C1C(NC(CC1)=O)=O